3-fluoro-4-(1,1,2,2,3,3,4,4,4-nonafluorobutylsulfonyloxy)-3,6-dihydro-2H-pyridine-1-carboxylic acid tert-butyl ester C(C)(C)(C)OC(=O)N1CC(C(=CC1)OS(=O)(=O)C(C(C(C(F)(F)F)(F)F)(F)F)(F)F)F